COC=1C=C(C=CC1OC)C=1NC2=CC=C(C=C2C1CC(F)(F)F)C1CCN(CC1)C(=O)NCC=1OC=CC1 4-(2-(3,4-dimethoxyphenyl)-3-(2,2,2-trifluoroethyl)-1H-indol-5-yl)-N-(furan-2-ylmethyl)piperidine-1-carboxamide